FC(C)(F)C(CCCCC)(CC)C(=O)[O-] 6-(1,1-difluoroethyl)-octane-6-carboxylate